NC1=NC=C(C(=C1C1=NC2=C(N1)C=C(C=C2OC)C#N)N2CCC(CC2)N)C2=CC(=CC(=C2)F)Cl 2-[2-Amino-4-(4-aminopiperidin-1-yl)-5-(3-chloro-5-fluorophenyl)pyridin-3-yl]-4-methoxy-1H-1,3-benzodiazol-6-carbonitril